C(C1=CC=CC=C1)OC=1C=C(C=CC1OC)C(CNC(\C=C\C1=CC2=C(OCO2)C=C1C)=O)CC (E)-N-[2-(3-benzyloxy-4-methoxy-phenyl)butyl]-3-(6-methyl-1,3-benzodioxol-5-yl)prop-2-enamide